C(CC)ON1C(CCCC1(C)C)(C)C 1-(n-propoxy)-2,2,6,6-tetramethylpiperidine